C(C(C)C)(=O)O[C@@H]1[C@](O[C@H](C1)N1C2=NC(=NC(=C2N=C1)NC(=O)[C@@H]1OC(CC1)=O)F)(COC(C(C)C)=O)C#C (2R,3S,5R)-2-ethynyl-5-(2-fluoro-6-((R)-5-oxotetrahydrofuran-2-carboxamido)-9H-purin-9-yl)-2-((isobutyryloxy)methyl)tetrahydrofuran-3-yl isobutyrate